(1R,2S,3S,4R)-3-((7-amino-2-chloropyrrolo[2,1-f][1,2,4]triazin-4-yl)amino)bicyclo[2.2.2]octane-2-carboxylic acid ethyl ester C(C)OC(=O)[C@H]1C2CCC([C@@H]1NC1=NC(=NN3C1=CC=C3N)Cl)CC2